FC(S(=O)(=O)NC1=CC(=NC=C1)CNC(=O)C1=NC=C(C=C1)C1=NC(=CN=C1)OCC)F N-[[4-(difluoromethanesulfonamido)pyridin-2-yl]methyl]-5-(6-ethoxypyrazin-2-yl)pyridine-2-carboxamide